3-((3-bromobenzyl)oxy)-1-methylazetidine BrC=1C=C(COC2CN(C2)C)C=CC1